N-((1R,3s,5S)-8-benzyl-8-azabicyclo[3.2.1]octan-3-yl)-1H-indole-6-carboxamide C(C1=CC=CC=C1)N1[C@H]2CC(C[C@@H]1CC2)NC(=O)C2=CC=C1C=CNC1=C2